NC=1C=C(OC2=C(C=CC=C2)OC2=CC(=CC=C2)N)C=CC1 1,2-bis-(3-amino-phenoxy)benzene